methyl (2R)-3-(3-(6-((1H-pyrazol-3-yl)oxy)-5,5-difluoro-2-methyl-1-(2-methylhydrazineyl)-1-oxohexan-2-yl)phenyl)-2-methylpropanoate N1N=C(C=C1)OCC(CCC(C(=O)NNC)(C)C=1C=C(C=CC1)C[C@H](C(=O)OC)C)(F)F